C(C)OC(=O)[C@@H]1CN(C[C@H]1CCCCCCCC)CC1=CC=CC=C1 |r| racemic-trans-1-benzyl-4-octylpyrrolidine-3-carboxylic acid ethyl ester